N-(2-hydroxyethyl)-6-methylpyridinecarboxamide OCCNC(=O)C1=NC(=CC=C1)C